NC1=CC(=C(C(=C1)C)O)C=1OC2=C(N1)C=C(C=C2C)C 4-amino-2-(5,7-dimethyl-1,3-benzoxazol-2-yl)-6-methylphenol